ClC(CCCC=C)CCl 6,7-dichloro-1-heptene